COC1=C(C(=CC=C1)OC)C1=CC(=NN1CC(C)C)C(=O)N[C@H](CC(=O)O)CCN1CCCCC1 (3S)-3-{[5-(2,6-dimethoxyphenyl)-1-(2-methylpropyl)-1H-pyrazol-3-yl]formamido}-5-(piperidin-1-yl)pentanoic acid